dihydro-5H-pyrido[3,4-d]pyrimidin N1CNC=C2C1=CN=CC2